C1(CCCC1)[C@H](C1=CC=CC=C1)NC1=NC=C2N(C1=O)[C@@H](CC2)C(=O)NCC2=CC1=C(CNC1)S2 (S)-3-(((R)-cyclopentyl(phenyl)methyl)amino)-N-((5,6-dihydro-4H-thieno[2,3-c]pyrrol-2-yl)methyl)-4-oxo-4,6,7,8-tetrahydropyrrolo[1,2-a]pyrazine-6-carboxamide